C(C)(C)(C)OC(=O)N1C(=C(C=2C1=CC=1CCN(CC1C2)C(=O)OC(C)(C)C)C(C)C)C=2C=C(C=1N(C2)N=CN1)OC 3-isopropyl-2-(8-methoxy-[1,2,4]triazolo[1,5-a]pyridin-6-yl)-7,8-dihydro-1H-pyrrolo[2,3-g]isoquinoline-1,6(5H)-dicarboxylic acid di-tert-butyl ester